CN(C(=O)N[C@H]1COC[C@H]1C)[C@@H](C)C1=CC=NC=C1 |&1:5,9| 1-methyl-3-[(3RS,4SR)-4-methyltetrahydrofuran-3-yl]-1-[(1S)-1-(4-pyridyl)ethyl]urea